BrCC(=O)C1=CC=C(C=C1)C1(CN(CC1)C(=O)OC(C)(C)C)O tert-butyl 3-(4-(2-bromoacetyl)phenyl)-3-hydroxypyrrolidine-1-carboxylate